C1(CCCC1)N1C(C=CC2=C1N=C(N=C2)NC2CCNCC2)=O 4-((8-cyclopentyl-7-oxo-7,8-dihydropyrido[2,3-d]pyrimidin-2-yl)amino)piperidine